Methyl (S)-3-((2-amino-4-((1-(tert-butoxy)-1-oxohept-3-yl) amino)-6-methylpyrimidin-5-yl) methyl)-4-methoxybenzoate NC1=NC(=C(C(=N1)N[C@H](CC(=O)OC(C)(C)C)CCCC)CC=1C=C(C(=O)OC)C=CC1OC)C